ClC=1C=C(NC2(CCC3([C@H](CC4=CC=5OCC[C@@H](OC5C=C34)C)C[C@H](CO)C)CC2)C(=O)OC)C=CC1 methyl (1r,4S,4'S,8'S)-4-(3-chloroanilino)-8'-[(2R)-3-hydroxy-2-methylpropyl]-4'-methyl-3',4',8',9'-tetrahydro-2'H-spiro[cyclohexane-1,7'-indeno[5,6-b][1,4]dioxepine]-4-carboxylate